2-amino-2-hydroxy-3-(1H-indol-3-yl)propionic acid NC(C(=O)O)(CC1=CNC2=CC=CC=C12)O